C(C)OCOC1=C(C=CC(=C1)C#CC)C1=C(C=C(N=N1)N[C@H]1CN(CCC1)CCO)C (R)-2-(3-((6-(2-(ethoxymethoxy)-4-(prop-1-yn-1-yl)phenyl)-5-methylpyridazin-3-yl)amino)piperidin-1-yl)ethan-1-ol